C1(CC1)OC1=C(C=C2C=NNC2=C1)C(=O)OC methyl 6-cyclopropoxy-1H-indazole-5-carboxylate